2-Acetyl-1H-pyrrole C(C)(=O)C=1NC=CC1